(3s,4s)-6-bromo-N-(4-(chlorodifluoromethoxy)phenyl)-3-hydroxy-4-methyl-3,4-dihydro-2H-benzo[4,5]imidazo[2,1-b][1,3]oxazine-8-carboxamide BrC1=CC(=CC=2N=C3OC[C@H]([C@@H](N3C21)C)O)C(=O)NC2=CC=C(C=C2)OC(F)(F)Cl